FC1(CCCC=2C(=NC(=NC12)N1[C@H](CC1)C)N1C[C@H]2C([C@@H](C1)C2)CC(=O)N2CCNCC2)F 2-((1R,5S,6S)-3-(8,8-difluoro-2-((S)-2-methylazetidin-1-yl)-5,6,7,8-tetrahydroquinazol-4-yl)-3-azabicyclo[3.1.1]heptan-6-yl)-1-(piperazin-1-yl)ethan-1-one